C(C)(C)(C)S(=O)(=O)N1CCCC1(C)C 1-(tert-butylsulfonyl)-5,5-dimethylpyrrolidin